tetramethyl-hept-1-en-4-one CC(C(=C(C)C)C)C(CCC)=O